ClC1=C2C(OC(C2=C(C(=C1Cl)Cl)Cl)=O)(C1=C(N(C2=CC=CC=C12)CC)C)C1=C(C=C(C=C1)N(CC)CC)C 4,5,6,7-Tetrachloro-3-(4-diethylamino-2-methylphenyl)-3-(1-ethyl-2-methyl-1H-indol-3-yl)-1(3H)-isobenzofuranone